C(C)OC(=O)C1=CNC2=CC=C(C=C2C1=O)Br.CC(C(=O)N1C(CCCC1)C=1NC(=CN1)C1=CC=C(C=C1)C)C(C)C 2,3-Dimethyl-1-(2-(5-(p-tolyl)-1H-imidazol-2-yl)piperidin-1-yl)butan-1-one ethyl-6-bromo-4-oxo-1,4-dihydroquinoline-3-carboxylate